C(CCCCC)N(C(CCCC(=O)O)=O)CCCCCC 5-(dihexylamino)-5-oxopentanoic acid